2,4,6-Trihydroxy-3-(2-hydroxy-5-methylbenzyl)-5-(2-methylbutyryl)benzoic acid methyl ester COC(C1=C(C(=C(C(=C1O)C(C(CC)C)=O)O)CC1=C(C=CC(=C1)C)O)O)=O